N-(4-cyclohexylphenyl)-N-(2-hydroxyethyl)-2-[(1-methyl-1H-tetrazol-5-yl)sulfanyl]-5-nitrobenzamide C1(CCCCC1)C1=CC=C(C=C1)N(C(C1=C(C=CC(=C1)[N+](=O)[O-])SC1=NN=NN1C)=O)CCO